CN1C[C@@H]2[C@H](CC1)CCN2C2=CC(=C(N=N2)C2=C(C=C(C=C2)Cl)O)C(F)F 2-[6-[(3aR,7aS)-6-methyl-3,3a,4,5,7,7a-hexahydro-2H-pyrrolo[2,3-c]pyridin-1-yl]-4-(difluoromethyl)pyridazin-3-yl]-5-chloro-phenol